ClC1=C(C=C(C=N1)C=1NC=C(N1)C#N)F 2-(6-chloro-5-fluoro-3-pyridyl)-1H-imidazole-4-carbonitrile